COC1=NC=NC2=CC=C(C=C12)B1OC(C(O1)(C)C)(C)C 4-methoxy-6-(4,4,5,5-tetramethyl-1,3,2-dioxaborolan-2-yl)quinazoline